OC=1C=C2C(=CNC2=CC1)C[C@H](C(=O)OC)NC(=O)OC methyl (R)-3-(5-hydroxy-1H-indol-3-yl)-2-((methoxycarbonyl)amino)propanoate